2-(6-(2,3-dichloro-6-methoxyphenyl)-5,6,7,8-tetrahydroimidazo[1,2-a]pyridin-2-yl)ethan-1-ol ClC1=C(C(=CC=C1Cl)OC)C1CCC=2N(C1)C=C(N2)CCO